1-(2-hydroxy-5-nitrophenyl)ethanone OC1=C(C=C(C=C1)[N+](=O)[O-])C(C)=O